C(C)N(C=NC1=C(C=C(C(=C1)C)CC1=C(C=CC=C1)C)S(=O)(=O)C)C N-ethyl-N-methyl-N'-(5-methyl-4-(2-methylbenzyl)-2-(methylsulfonyl)phenyl)formimidamide